tert-butyl 4-[4-[[[2-(2,6-dioxo-3-piperidyl)-1,3-dioxo-isoindolin-4-yl]amino]methyl]-5-ethynyl-pyrazol-1-yl]piperidine-1-carboxylate O=C1NC(CCC1N1C(C2=CC=CC(=C2C1=O)NCC=1C=NN(C1C#C)C1CCN(CC1)C(=O)OC(C)(C)C)=O)=O